2-METHYL-2-(PROPAN-2-YLAMINO)PROPANOIC ACID CC(C(=O)O)(C)NC(C)C